CO[C@@](C(=O)O)(C1=C(C(=C(C=C1)F)F)F)C1=CC=CC=C1 (R)-(-)-alpha-methoxy-phenyl-trifluoro-2-phenyl-acetic acid